N4-[2-(6-methyl-2-pyridyl)pyrimidin-4-yl]-N2-[4-(4-piperidyl)phenyl]pyrimidine-2,4-diamine CC1=CC=CC(=N1)C1=NC=CC(=N1)NC1=NC(=NC=C1)NC1=CC=C(C=C1)C1CCNCC1